CC1C(C(CC(=C1)C)C)C(CC)O 1-(2,4,6-Trimethyl-cyclohex-3-enyl)-propan-1-ol